p-arsanilic acid C1=CC(=CC=C1N)[As](=O)(O)O